C(C)(C)(C)OC(=O)N1CC(C1)(O)C1=C(C=CC(=C1)OCC1=CC=CC=C1)OC.CC1=CC=C(C=C1)CNC1=CC=CC=C1 N-[(4-methylphenyl)methyl]aniline tert-Butyl-3-(5-(benzyloxy)-2-methoxyphenyl)-3-hydroxyazetidine-1-carboxylate